CC=1C(=C(C(=O)O)C=CC1C1=NC=CC(=N1)C(F)(F)F)[N+](=O)[O-].IC1=NC=2N=C(NC(C2N1)=O)N 8-iodoguanine methyl-2-nitro-4-(4-(trifluoromethyl)pyrimidin-2-yl)benzoate